((2S,3R,6R)-2,6-Dimethyl-3-(((5-(trifluoromethyl)pyrazin-2-yl)amino)methyl)morpholino)(4-(5-fluoropyrimidin-2-yl)-1-methyl-1H-pyrazol-3-yl)methanone C[C@@H]1O[C@@H](CN([C@@H]1CNC1=NC=C(N=C1)C(F)(F)F)C(=O)C1=NN(C=C1C1=NC=C(C=N1)F)C)C